N-(2-((S)-3,4-dimethylpiperazin-1-yl)-5-((6-((R)-3-(3-fluoro-5-(3-fluorophenoxy)-phenyl)isoxazolidin-2-yl)pyrimidin-4-yl)amino)-4-methoxyphenyl)acrylamide C[C@H]1CN(CCN1C)C1=C(C=C(C(=C1)OC)NC1=NC=NC(=C1)N1OCC[C@@H]1C1=CC(=CC(=C1)OC1=CC(=CC=C1)F)F)NC(C=C)=O